FC(CNC1=C(C(=C(C(=C1F)F)F)F)S(=O)(=O)N(C)C)F 2-((2,2-difluoroethyl)amino)-3,4,5,6-tetrafluoro-N,N-dimethylbenzenesulfonamide